4-hydroxy-3-[[2-[(2-methoxyethoxy)methyl]-6-(trifluoromethyl)-3-pyridinyl]carbonyl]bicyclo[3.2.1]oct-3-en-2-one OC1=C(C(C2CCC1C2)=O)C(=O)C=2C(=NC(=CC2)C(F)(F)F)COCCOC